3-methyl-11-azatricyclo[6.2.1.02,7]Undec-2,4,6,9-tetraene hydrochloride Cl.CC1=C2C3C=CC(C2=CC=C1)N3